Cl.Cl.CN(CCC)C N,N-dimethylpropan-1-amine dihydrochloride